ClC1=C(C=CC2=C1N(C(=N2)C(=O)NC2(CCS(CC2)(=O)=O)C)C)OC2=NC=C(C=C2OCC(F)(F)F)Cl 7-Chloro-6-((5-chloro-3-(2,2,2-trifluoroethoxy)pyridin-2-yl)oxy)-1-methyl-N-(4-methyl-1,1-dioxidotetrahydro-2H-thiopyran-4-yl)-1H-benzo[d]imidazole-2-carboxamide